N-methyl-pyrrole-2-carboxamide CNC(=O)C=1NC=CC1